COC=1C=C(C(=C(C1)O)B1OC(C(O1)(C)C)(C)C)C 5-methoxy-3-methyl-2-(4,4,5,5-tetramethyl-1,3,2-dioxaborolan-2-yl)phenol